N1CCC(CC1)CC1=C(C=CC=C1)O hexahydropyridin-4-ylmethylphenol